tert-butyl (3aR,5r,6aS)-5-(4-((5-(3-carbamoyl-5-methyl-1H-1,2,4-triazol-1-yl)-1H-indol-1-yl)methyl)phenyl)hexahydrocyclopenta[c]pyrrole-2(1H)-carboxylate C(N)(=O)C1=NN(C(=N1)C)C=1C=C2C=CN(C2=CC1)CC1=CC=C(C=C1)C1C[C@@H]2[C@@H](CN(C2)C(=O)OC(C)(C)C)C1